N1C(=NC2=C1C=CC=C2)C(/C(/N)=N/O)CC2=CC=C(C=C2)OC (Z)-2-(1H-benzo[d]imidazol-2-yl)-N'-hydroxy-3-(4-methoxyphenyl)propanimidamide